C(C1=CC=CC=C1)(C1=CC=CC=C1)NCCNC(C1=CC=CC=C1)C1=CC=CC=C1 N,N'-bis-benzhydryl-1,2-ethylenediamine